C(C)(C)(C)OC(=O)N1CC(C(C1)(F)F)CC(=O)O 2-[1-Tert-Butoxycarbonyl-4,4-difluoro-pyrrolidin-3-yl]acetic acid